N1(CCCC1)CCC(=O)OC(COCCCCCCCC(=O)[O-])C(COCCCCCCCC(=O)[O-])OC(CCN1CCCC1)=O 8,8'-((2,3-bis((3-(pyrrolidin-1-yl)propanoyl)oxy)butane-1,4-diyl)-bis(oxy))dioctanoate